(1-benzoyl-1-isopropyl)carbamic acid tert-butyl ester C(C)(C)(C)OC(NC(C)(C)C(C1=CC=CC=C1)=O)=O